2-(5-Amino-2-((1r,4r)-4-(hydroxymethyl)cyclohexyl)-2H-indazol-6-yl)propan-2-ol NC1=CC2=CN(N=C2C=C1C(C)(C)O)C1CCC(CC1)CO